Diphenyl-carboxylic acid C1(=CC=CC=C1)OC(=O)C1=CC=CC=C1